CC1=CC(=NN1C1CCN(C2(CC2)C1)C(=O)OC(C)(C)C)[N+](=O)[O-] tert-butyl 7-(5-methyl-3-nitro-1H-pyrazol-1-yl)-4-azaspiro[2.5]octane-4-carboxylate